METHYLBUTYRATE COC(CCC)=O